2-(6-(2,5-dichloropyrimidin-4-yl)-8-fluoro-4-methylquinolin-3-yl)propan-2-ol ClC1=NC=C(C(=N1)C=1C=C2C(=C(C=NC2=C(C1)F)C(C)(C)O)C)Cl